C(C1=CC=CC=C1)OC1=NC(=NC(=C1CCN(C)C)C)[C@@H]1O[C@]([C@H]([C@H]1C1=C(C(=C(C=C1)F)F)OC)C)(C(F)(F)F)C 2-(4-(Benzyloxy)-2-((2R,3S,4S,5R)-3-(3,4-difluoro-2-methoxyphenyl)-4,5-dimethyl-5-(trifluoromethyl)tetrahydrofuran-2-yl)-6-methylpyrimidin-5-yl)-N,N-dimethylethan-1-amine